N1C(CCCCCCCCCCC1=O)=O azacyclotridecan-2,13-dione